tert-Butyl 3-(4-(1,1-difluoro-2-hydroxy-2-methylpropoxy)-7-(thiazol-2-yl)benzo[d]oxazol-2-yl)-3,8-diazabicyclo[3.2.1]octane-8-carboxylate FC(C(C)(C)O)(OC1=CC=C(C2=C1N=C(O2)N2CC1CCC(C2)N1C(=O)OC(C)(C)C)C=1SC=CN1)F